tris(3-aminopropyl)-N3-dodecylpropane-1,3-diamine NCCCC(C(N)(CCCN)CCCN)CNCCCCCCCCCCCC